normal butyl-styrene C(CCC)C=CC1=CC=CC=C1